C1(CC1)C1=NC=NC(=C1C=1C=C2C(=CN1)N(C=C2B2OC(C(O2)(C)C)(C)C)COCC[Si](C)(C)C)OC 2-[[5-(4-cyclopropyl-6-methoxy-pyrimidin-5-yl)-3-(4,4,5,5-tetramethyl-1,3,2-dioxaborolan-2-yl)pyrrolo[2,3-c]pyridin-1-yl]methoxy]ethyl-trimethyl-silane